6-bromo-N-[5-(2,2-difluoroethyl)-4,6-dimethoxy-pyrimidin-2-yl]-7-pyrazol-1-yl-1H-indole-3-sulfonic acid amide BrC1=CC=C2C(=CNC2=C1N1N=CC=C1)S(=O)(=O)NC1=NC(=C(C(=N1)OC)CC(F)F)OC